OC(=O)C(F)(F)F.N1N=CC(=C1)C(=O)O 1H-pyrazole-4-carboxylic acid TFA salt